BrC1=CC(=C(C=C1)C=1N(C=C(N1)C(F)(F)F)C1CC1)F 2-(4-bromo-2-fluoro-phenyl)-1-cyclopropyl-4-(trifluoromethyl)imidazole